3-[3,5-di(carbazol-9-yl)phenyl]phenanthro[9,10-b]pyrazine C1=CC=CC=2C3=CC=CC=C3N(C12)C=1C=C(C=C(C1)N1C2=CC=CC=C2C=2C=CC=CC12)C=1N=C2C(=NC1)C1=CC=CC=C1C=1C=CC=CC12